4-acetamidobenzenesulfinic acid sodium salt [Na+].C(C)(=O)NC1=CC=C(C=C1)S(=O)[O-]